FC1=C(C=C(C(=C1)OCC1=NN=CN1C(C1=CC=CC=C1)(C1=CC=CC=C1)C1=CC=CC=C1)OC)C1=CC(=CC=2N(C(N(C21)C)=O)CC(=O)NC2=CC=C(C=C2)F)C(F)(F)F 2-(4-(2-fluoro-5-methoxy-4-((4-trityl-4H-1,2,4-triazol-3-yl)methoxy)phenyl)-3-methyl-2-oxo-6-(trifluoromethyl)-2,3-dihydro-1H-benzo[d]imidazol-1-yl)-N-(4-fluorophenyl)acetamide